4-nitro-2,6-dihydroxybenzoic acid [N+](=O)([O-])C1=CC(=C(C(=O)O)C(=C1)O)O